(S)-3-((R)-2-hydroxy-2-phenylacetyloxy)-1,1-dimethylpiperidin-1-ium O[C@@H](C(=O)O[C@@H]1C[N+](CCC1)(C)C)C1=CC=CC=C1